8-(3-methoxy-2,6-dimethylphenyl)-7-methyl-6-nitro-3-((2-(trimethylsilyl)ethoxy)methyl)quinazolin-4(3H)-one COC=1C(=C(C(=CC1)C)C=1C(=C(C=C2C(N(C=NC12)COCC[Si](C)(C)C)=O)[N+](=O)[O-])C)C